O=C1NC(CCC1N1C(C2=CC=CC(=C2C1=O)NCCOCCOCCOCCOCCOCCOCCNC(C)=O)=O)=O N-(20-((2-(2,6-dioxopiperidin-3-yl)-1,3-dioxoisoindolin-4-yl)amino)-3,6,9,12,15,18-hexaoxaicosyl)acetamide